4-(2-cyano-7-((5-methoxy-7-methyl-1H-indol-4-yl)methyl)-7-azaspiro[3.5]nonan-6-yl)-N-(oxetan-3-ylmethyl)benzamide C(#N)C1CC2(C1)CC(N(CC2)CC2=C1C=CNC1=C(C=C2OC)C)C2=CC=C(C(=O)NCC1COC1)C=C2